CN(C=1C=C2C=CC=C(C2=CC1)O)C 6-dimethylamino-1-naphthol